CC1=NC(=NO1)C1=CC=C2C=CN=C(C2=C1)NCCN1C(C2=C(CC1)C=C(S2)C(=O)OCC)=O ethyl 6-(2-{[7-(5-methyl-1,2,4-oxadiazol-3-yl)isoquinolin-1-yl]amino}ethyl)-7-oxo-4H,5H,6H,7H-thieno[2,3-c]pyridine-2-carboxylate